ClC=1C=NC(=NC1)OC1=C2C(=NC(=NC2=CC=C1)C(F)(F)F)CCC=NOC 3-[5-(5-chloropyrimidin-2-yl)oxy-2-(trifluoromethyl)quinazolin-4-yl]-N-methoxy-propan-1-imine